6-bromo-3-(8-methoxy-4-methyl-1-oxo-3,4-dihydro-2H-isoquinolin-6-yl)-2-methylindazole-4-carbonitrile BrC=1C=C(C2=C(N(N=C2C1)C)C=1C=C2C(CNC(C2=C(C1)OC)=O)C)C#N